ClC=1C=C(C=CC1)C(C)(C)C(C(=O)N)C1N(CCC1)C (2-(3-chlorophenyl)propan-2-yl)-2-(1-methylpyrrolidin-2-yl)acetamide